6-[5-bromo-1-[3-(tert-butyl-dimethyl-silanyloxy)-cyclopentyloxy]-1-(4-chloro-phenyl)-7-fluoro-3-oxo-1,3-dihydro-isoindol-2-ylmethyl]-nicotinonitrile BrC=1C=C2C(N(C(C2=C(C1)F)(C1=CC=C(C=C1)Cl)OC1CC(CC1)O[Si](C)(C)C(C)(C)C)CC1=NC=C(C#N)C=C1)=O